FCOC1=C(C(=NC=C1)C1=CN=C2N1N=C(C=C2)C2=CC(=CC=C2)O[C@H](CN2N=NN=C2)C)C#N 4-(fluoromethoxy)-2-[6-(3-{[(2S)-1-(1H-tetrazol-1-yl)propan-2-yl]oxy}phenyl)imidazo[1,2-b]pyridazin-3-yl]pyridine-3-carbonitrile